ClC=1C=C(C=CC1)C(CO)NC(=O)C=1NC=C(C1)C1=CC(=NC=C1Cl)NC(C)C 4-(5-Chloro-2-isopropylaminopyridin-4-yl)-1H-pyrrole-2-carboxylic Acid [1-(3-chlorophenyl)-2-hydroxyethyl]amide